ClC1=CC2=C(C=N1)C(CC2)(O)C 3-chloro-7-methyl-6,7-dihydro-5H-cyclopenta[c]pyridin-7-ol